N-[5-[[2-(2-fluoro-6-azaspiro[3.3]heptan-6-yl)acetyl]amino]-2-methyl-3-pyridyl]-6-(1-methylpyrazol-4-yl)triazolo[1,5-a]pyridine-3-carboxamide FC1CC2(C1)CN(C2)CC(=O)NC=2C=C(C(=NC2)C)NC(=O)C=2N=NN1C2C=CC(=C1)C=1C=NN(C1)C